2-(5-Chloropyridin-2-yl)imidazo-[1,2-a]pyridin-3-carbaldehyd ClC=1C=CC(=NC1)C=1N=C2N(C=CC=C2)C1C=O